tert-butyl 3-{[2-(4-bromophenyl)imidazo[1,2-a]pyrimidin-3-yl]methyl}-3,8-diazabicyclo[3.2.1]octane-8-carboxylate BrC1=CC=C(C=C1)C=1N=C2N(C=CC=N2)C1CN1CC2CCC(C1)N2C(=O)OC(C)(C)C